FC1=CC=C(OC=2C=CC(=NC2)NC(C(C)N2CCN(CC2)C(CC2=CNC(C=C2)=O)=O)=O)C=C1 N-(5-(4-fluorophenoxy)pyridin-2-yl)-2-(4-(2-(6-oxo-1,6-dihydropyridin-3-yl)acetyl)piperazin-1-yl)propanamide